2,2-dimethylbutyryl chloride CC(C(=O)Cl)(CC)C